FC(C=1C=CC=2N(N1)C(=CN2)C2=CC(=NC=N2)N2CC(C1(OCCO1)C(C2)C)CNS(=O)(=O)C)F N-((8-(6-(6-(Difluoromethyl)imidazo[1,2-b]pyridazin-3-yl)pyrimidin-4-yl)-10-methyl-1,4-dioxa-8-azaspiro[4.5]decan-6-yl)methyl)methanesulfonamide